BrC=1C=C(C=CC1)C1(CC(C1)(O)C)C1=NN=CN1C 3-(3-bromophenyl)-1-methyl-3-(4-methyl-4H-1,2,4-triazol-3-yl)cyclobutan-1-ol